N-isobutyl-N-methyl-6-(5-(trifluoromethyl)-1,2,4-oxadiazol-3-yl)imidazo[1,2-a]pyridine-2-carboxamide C(C(C)C)N(C(=O)C=1N=C2N(C=C(C=C2)C2=NOC(=N2)C(F)(F)F)C1)C